CC1=CC=C(C=C1)NC(=O)C1=CC2=C(N=CN=C2C#CC2=CC=CC=C2)N1C N-(4-methylphenyl)-7-methyl-4-(phenylethynyl)-7H-pyrrolo[2,3-d]pyrimidine-6-carboxamide